Cl.C(C1=CC=CC=C1)N1CCC(CC1)CN1N=CC=C(C1=O)N1CCCCC1 2-[(1-benzylpiperidin-4-yl)methyl]-4-(piperidin-1-yl)-2,3-dihydropyridazin-3-one hydrochloride